(2-dimethylaminoethyl) methacrylat C(C(=C)C)(=O)OCCN(C)C